(R)-N-(5-bromopyrimidin-2-yl)-3-((4-(trifluoromethyl)phenyl)amino)pentanamide BrC=1C=NC(=NC1)NC(C[C@@H](CC)NC1=CC=C(C=C1)C(F)(F)F)=O